6-chloro-N-methyl-4-(piperazin-1-yl)quinazolin-2-amine ClC=1C=C2C(=NC(=NC2=CC1)NC)N1CCNCC1